(3-chloro-2-fluoro-6-(trifluoromethyl)phenyl)pyrazine-2-carboxylic acid methyl ester COC(=O)C1=NC=CN=C1C1=C(C(=CC=C1C(F)(F)F)Cl)F